C1(CCC1)N(C=1C(=C(C(=O)O)C=CC1C(NS(=O)(=O)C1(CC1)C)=O)F)C 3-(cyclobutyl(methyl)amino)-2-fluoro-4-(((1-methylcyclopropyl)sulfonyl)carbamoyl)benzoic acid